tert-butyl 4-((3S,4R)-1-(1-(2,6-dioxopiperidin-3-yl)-3,3-dimethyl-2-oxoindolin-4-yl)-3-fluoropiperidin-4-yl)piperazine-1-carboxylate O=C1NC(CCC1N1C(C(C2=C(C=CC=C12)N1C[C@@H]([C@@H](CC1)N1CCN(CC1)C(=O)OC(C)(C)C)F)(C)C)=O)=O